N-[(2R)-2,3-dihydroxypropyl]-3-[2-(trifluoromethyl)[1,1'-biphenyl]-4-yl]prop-2-ynamide O[C@H](CNC(C#CC1=CC(=C(C=C1)C1=CC=CC=C1)C(F)(F)F)=O)CO